CO[C@H]1[C@@H](NCC1)C (2S,3R)-3-methoxy-2-methylpyrrolidine